COC1=NC(=NC(=C1)OC)NC(=O)NS(=O)(=O)N(N1C=CC=C1)C N-(4,6-dimethoxy-2-pyrimidinyl)-N'-[(methyl-1H-pyrrol-1-ylamino)sulfonyl]-urea